BrC1=C(C=CC=C1)N1C[C@@H](CCC1)O[Si](C)(C)C(C)(C)C (R)-1-(2-bromophenyl)-3-((tert-butyldimethylsilyl)oxy)piperidine